2-({4-[2-(3,4-difluorophenyl)-2-methyl-1,3-benzodioxol-4-yl]piperidin-1-yl}methyl)-1-(2-methoxyethyl)-1H-benzimidazole-6-carboxylic acid FC=1C=C(C=CC1F)C1(OC2=C(O1)C=CC=C2C2CCN(CC2)CC2=NC1=C(N2CCOC)C=C(C=C1)C(=O)O)C